4-[[6-(4,4-dimethyl-2,5-dioxo-imidazolidin-1-yl)-2-pyridyl]oxy]-2-isopropyl-benzonitrile CC1(NC(N(C1=O)C1=CC=CC(=N1)OC1=CC(=C(C#N)C=C1)C(C)C)=O)C